6-bicyclo[2.2.1]heptanylmethyl 2-methylprop-2-enoate CC(C(=O)OCC1CC2CCC1C2)=C